6-(2-{cyclooctyl-[(3-methylisoxazole-4-carbonyl)amino]methyl}-4-fluoro-1H-benzoimidazol-5-yl)-3,4-dihydro-2H-pyridine-1-carboxylic acid tert-butyl ester C(C)(C)(C)OC(=O)N1CCCC=C1C1=C(C2=C(NC(=N2)C(NC(=O)C=2C(=NOC2)C)C2CCCCCCC2)C=C1)F